BrC=1C=CC=2N(C1)C1=C(N2)C=CC=C1NC1CCOCC1 2-bromo-N-(tetrahydro-2H-pyran-4-yl)benzo[4,5]imidazo[1,2-a]pyridin-9-amine